ClC1=C(C(=CC=C1)Cl)S(=O)(=NCC=1N=C2N(C=C(C=C2)C2=NOC(=N2)C(F)(F)F)C1)C (2,6-dichlorophenyl)(methyl)(((6-(5-(trifluoromethyl)-1,2,4-oxadiazol-3-yl)imidazo[1,2-a]pyridin-2-yl)methyl)imino)-λ6-sulfanone